6-((Cis)-3-cyanocyclobutane-1-carboxamido)-4-((1-ethyl-7-methoxy-1H-indazol-6-yl)amino)-N-(methyl-d3)nicotinamide C(#N)[C@H]1C[C@H](C1)C(=O)NC1=NC=C(C(=O)NC([2H])([2H])[2H])C(=C1)NC1=CC=C2C=NN(C2=C1OC)CC